C/C(=C/CCCC)/CCC=C(C)C (Z)-6,10-dimethylundecane-5,9-diene